C1NCC12CCN(CC2)C=2C=NN(C2)CC(=O)N2CCC(CC2)[C@@H]2CCNC=1N2N=C(C1C(=O)N)C1=CC=C(C=C1)OC1=CC=CC=C1 (7S)-7-[1-[2-[4-(2,7-diazaspiro[3.5]nonan-7-yl)pyrazol-1-yl]acetyl]-4-piperidinyl]-2-(4-phenoxyphenyl)-4,5,6,7-tetrahydropyrazolo[1,5-a]pyrimidine-3-carboxamide